3-[6-(benzyloxy)1H-indol-3-yl]-4-bromo-1-(2,4-dimethoxybenzyl)-1H-pyrrole-2,5-dione C(C1=CC=CC=C1)OC1=CC=C2C(=CNC2=C1)C=1C(N(C(C1Br)=O)CC1=C(C=C(C=C1)OC)OC)=O